O-(2,6-dinitrophenyl)hydroxylamine [N+](=O)([O-])C1=C(C(=CC=C1)[N+](=O)[O-])ON